C1=NC=CC2=CC(=CC=C12)NC(=O)[C@H]1[C@@H](C1)C=1C=C(C(=O)OCC2=CC=CC=C2)C=CC1 trans-benzyl 3-(2-(isoquinolin-6-ylcarbamoyl)cyclopropyl)benzoate